(thiophen-2-ylmethyl)-1H-imidazole-2-carboxylic acid ethyl ester C(C)OC(=O)C=1N(C=CN1)CC=1SC=CC1